CS(=O)(=O)C=1C=C(C=NC1)C1=NC(=NC=C1C(F)(F)F)N[C@@H]1CC[C@H](CC1)N(C(CCC)=O)C1=NC=C(N=C1)C=1C=NC(=NC1)OC N-(trans-4-((4-(5-(methanesulfonyl)pyridin-3-yl)-5-(trifluoromethyl)pyrimidin-2-yl)amino)cyclohexyl)-N-(5-(2-methoxypyrimidin-5-yl)pyrazin-2-yl)butanamide